C(C)(C)(C)C1=CC(=NO1)NC1=NC2=C(N1C)C=C(C=C2)OC2=CC(=NC=C2)C(=O)NC 4-((2-((5-(tert-butyl)isoxazol-3-yl)amino)-1-methyl-1H-benzo[d]imidazol-6-yl)oxy)-N-methylpyridineamide